(6S,7aS)-6-(ethylamino)tetrahydro-1H,3H-pyrrolo[1,2-c]oxazol-3-one C(C)N[C@H]1C[C@@H]2N(C(OC2)=O)C1